(5-(2-bromo-[1,2,4]triazolo[1,5-a]pyridin-8-yl)-8-(methylamino)-2,7-naphthyridin-3-yl)cyclopropanecarboxamide BrC1=NN2C(C(=CC=C2)C2=C3C=C(N=CC3=C(N=C2)NC)C2(CC2)C(=O)N)=N1